1-(6-methylpyridazin-3-yl)methylamine hydrochloride Cl.CC1=CC=C(N=N1)CN